FC=1C=C(C=CC1F)[C@@H](C)NC=1C2=C(N=C(N1)C)C=NC(=C2)N2C[C@@H](CC2)NC(C)=O N-[(3R)-1-(4-{[(1R)-1-(3,4-difluorophenyl)ethyl]amino}-2-methylpyrido[3,4-d]pyrimidin-6-yl)pyrrolidin-3-yl]acetamide